racemic-aminobutanol N[C@@H](CCC)O |r|